7-nitroquinoxaline [N+](=O)([O-])C1=CC=C2N=CC=NC2=C1